C=C(C)C=1N=NC=CC1N (1-propen-2-yl)pyridazin-4-amine